(S)-N-(5-(2,4-difluorophenoxy)pyrazin-2-yl)-2-(4-((S)-3-(hydroxymethyl)-5,6,7,8-tetrahydro-[1,2,4]triazolo[4,3-a]pyridine-6-carbonyl)-3,3-dimethylpiperazin-1-yl)propanamide FC1=C(OC=2N=CC(=NC2)NC([C@H](C)N2CC(N(CC2)C(=O)[C@H]2CCC=3N(C2)C(=NN3)CO)(C)C)=O)C=CC(=C1)F